(S)-N-(4-(3-(2-methoxy-6-methylpyridin-4-yl)phenyl)thiazol-2-yl)-1-(1-(methylsulfonyl)-1H-indole-3-carbonyl)azetidine-2-carboxamide COC1=NC(=CC(=C1)C=1C=C(C=CC1)C=1N=C(SC1)NC(=O)[C@H]1N(CC1)C(=O)C1=CN(C2=CC=CC=C12)S(=O)(=O)C)C